OCC[C@H]1[C@@H](CCCC1)N(CCCCCCCC(=O)N(CCCCCCCCCC)CCCCCCCCCC)CCCCCCCC(=O)N(CCCCCCCCCC)CCCCCCCCCC 8,8'-(((1R,2S)-2-(2-hydroxyethyl)cyclohexyl)azanediyl)bis-(N,N-didecyloctan-amide)